F[C@@H]1[C@@H](C1)C(=O)NC1=NC=C2C=C(C=3N(C2=C1)N=CN3)C=3C=NC(=CC3C)C(CCC)O (1S,2S)-2-Fluoro-N-{4-[6-(1-hydroxybutyl)-4-methylpyridin-3-yl]-[1,2,4]triazolo[1,5-a]1,6-naphthyridin-8-yl}cyclopropane-1-carboxamide